NC=C1C(C2CCC1C2)=CN bis(aminomethylene)bicyclo[2.2.1]heptane